FC(S(=O)(=O)OC1=C2C=C(C(N(C2=CC(=C1)C1(CCOCC1)F)C)=O)C)(F)F 7-(4-fluorotetrahydro-2H-pyran-4-yl)-1,3-dimethyl-2-oxo-1,2-dihydroquinolin-5-yl trifluoromethanesulfonate